N-((3S,4S)-4-(3-chlorophenyl)-1-(imidazo[1,5-a]pyridine-8-carbonyl)piperidin-3-yl)-1H-imidazole-2-carboxamide ClC=1C=C(C=CC1)[C@H]1[C@@H](CN(CC1)C(=O)C=1C=2N(C=CC1)C=NC2)NC(=O)C=2NC=CN2